5-hydroxy-13-methyl-1,4,5,6,7,8,11,12,13,14,15,16-dodecahydrospiro[cyclopenta[a]phenanthrene-3,2'-[1,3]dioxolan]-17(2H)-one OC12CC3(OCCO3)CCC2=C2CCC3(C(CCC3C2CC1)=O)C